4-[(3s,4s)-4-amino-3-methyl-2-oxa-8-azaspiro[4.5]decan-8-yl]-7-(2,3-dichlorophenyl)-6-methyl-pyrazolo[1,5-a]pyrazine-2-methanol N[C@@H]1[C@@H](OCC12CCN(CC2)C=2C=1N(C(=C(N2)C)C2=C(C(=CC=C2)Cl)Cl)N=C(C1)CO)C